C1(CCCC1)N1C(C(=C(C=C1C)C)C(=O)NC1=CC(=C(C=C1)OC1=CC=NC2=CC(=C(N=C12)OC)OC)F)=O 1-1-Cyclopentyl-N-[4-[(6,7-dimethoxy-1,5-naphthyridin-4-yl)oxy]-3-fluorophenyl]-4,6-dimethyl-2-oxopyridine-3-carboxamide